O=C1NC(CCC1N1C(N(C2=C1C=CC(=C2)C2CCN(CC2)C2CC(C2)C(=O)NC2=CC1=CC(=C(C(=C1C=C2)F)N2S(NC(C2)=O)(=O)=O)O)C)=O)=O 3-[4-[1-(2,6-dioxo-3-piperidyl)-3-methyl-2-oxo-benzimidazol-5-yl]-1-piperidyl]-N-[5-fluoro-7-hydroxy-6-(1,1,4-trioxo-1,2,5-thiadiazolidin-2-yl)-2-naphthyl]cyclobutanecarboxamide